[2H]C(C1=CC=C2C(=N1)CCN(C2)C2COC2)(OC2=NN1C(C=C2)=NN=C1C1=NOC(=C1)C)[2H] 2-(dideuterio((3-(5-methylisoxazol-3-yl)[1,2,4]triazolo[3,4-f][1,2]diazin-6-yl)oxy)methyl)-6-(oxetane-3-yl)-5,6,7,8-tetrahydropyrido[4,3-b]pyridine